N-(3-dipropylamino-phenyl)methanesulfonamide C(CC)N(C=1C=C(C=CC1)NS(=O)(=O)C)CCC